[Cl-].ClC1=C(NC(=C1Cl)C)C(=O)NC1=C(C=C(C=C1)C(NCC=1OC(NN1)=O)=O)N1CC[NH2+]CC1 4-(2-(3,4-dichloro-5-methyl-1H-pyrrole-2-carboxamido)-5-(((5-oxo-4,5-dihydro-1,3,4-oxadiazol-2-yl)methyl)carbamoyl)phenyl)piperazin-1-ium chloride